(2S,4R)-4-(2-((2-methyl-[1,1'-biphenyl]-4-yl)amino)-2-oxoethyl)-1-(2-methylbenzofuro[3,2-d]pyrimidin-4-yl)pyrrolidine CC1=C(C=CC(=C1)NC(C[C@H]1CCN(C1)C=1C2=C(N=C(N1)C)C1=C(O2)C=CC=C1)=O)C1=CC=CC=C1